8-(1-aminoethyl)-6-chloro-3-methyl-2-morpholinoquinazolin-4(3H)-one NC(C)C=1C=C(C=C2C(N(C(=NC12)N1CCOCC1)C)=O)Cl